CC(C[C@H](NC([C@H](CC1=CC=CC=C1)NC(=O)C1=NC=CN=C1)=O)B1OC(C[C@H](O1)C(=O)OC(C)(C)C)=O)C tert-butyl (S)-2-((R)-3-methyl-1-((S)-3-phenyl-2-(pyrazine-2-carboxamido)propanamido) butyl)-6-oxo-1,3,2-dioxaborinane-4-carboxylate